CC1=C(C(=C(C(=C1C(=O)[O-])C)C)C(=O)[O-])C tetramethylterephthalate